OC1=CC=C(OC2=CC=C(C=C2)C=2OC3=CC=C(C=C3C(C2)=O)OC)C=C1 2-(4-(4-hydroxyphenoxy)phenyl)-6-methoxy-4H-chromen-4-one